m-[4-(1-{[6-(methoxymethyl)-2-pyridinyl]methyl}-1H-1,2,3-triazol-4-yl)-6-(2-phenoxyacetylamino)-2-pyridinyl]benzonitrile COCC1=CC=CC(=N1)CN1N=NC(=C1)C1=CC(=NC(=C1)NC(COC1=CC=CC=C1)=O)C=1C=C(C#N)C=CC1